N[C@@](CO)(CCC1=CC=C(C=C1)CCCCCCCC)COC (2R)-2-amino-2-(methoxymethyl)-4-(4-octylphenyl)butan-1-ol